(3-ethyl-phenyl) benzoate C(C1=CC=CC=C1)(=O)OC1=CC(=CC=C1)CC